2-(7-((2S,5R)-2,5-diethyl-4-(1-(6-methoxypyridin-3-yl)ethyl)piperazin-1-yl)-4-methyl-5-oxo-4,5-dihydro-2H-pyrazolo[4,3-b]pyridin-2-yl)acetonitrile C(C)[C@@H]1N(C[C@H](N(C1)C(C)C=1C=NC(=CC1)OC)CC)C=1C=2C(N(C(C1)=O)C)=CN(N2)CC#N